4-oxo-N-({6-[(pyrrolidin-1-yl)methyl]imidazo[1,2-a]pyridin-2-yl}methyl)-4H-pyrido[1,2-a]pyrimidine-2-carboxamide O=C1C=C(N=C2N1C=CC=C2)C(=O)NCC=2N=C1N(C=C(C=C1)CN1CCCC1)C2